N-(5-((5-Chloro-3H-spiro[benzofuran-2,3'-pyrrolidin]-1'-yl)methyl)thiazol-2-yl)acetamide ClC=1C=CC2=C(CC3(CN(CC3)CC3=CN=C(S3)NC(C)=O)O2)C1